N-[2-(4-isopropylpiperazin-1-yl)ethyl]-6-[3-[6-(trifluoromethyl)-2-pyridyl]-1H-pyrazol-4-yl]-1,5-naphthyridin-3-amine C(C)(C)N1CCN(CC1)CCNC=1C=NC2=CC=C(N=C2C1)C=1C(=NNC1)C1=NC(=CC=C1)C(F)(F)F